((2R,3S,4R,5R)-5-(4-aminopyrrolo[2,1-f][1,2,4]triazin-7-yl)-5-cyano-3,4-dihydroxytetrahydrofuran-2-yl)methyl 2-((1r,4R)-4-methylcyclohexyl)acetate CC1CCC(CC1)CC(=O)OC[C@H]1O[C@@]([C@@H]([C@@H]1O)O)(C#N)C1=CC=C2C(=NC=NN21)N